ClC1=C(C=CC=C1C1=CC=C(C(=N1)OC)CN1[C@@H](CCCC1)C(=O)O)C1=C(C(=CC=C1)NC=1C2=C(N=C(N1)C)C=CC=N2)C (S)-1-((6-(2-chloro-2'-methyl-3'-((2-methylpyrido[3,2-d]pyrimidin-4-yl)amino)-[1,1'-biphenyl]-3-yl)-2-methoxypyridin-3-yl)methyl)piperidine-2-carboxylic acid